BrC1=C(C=C(C(=O)N2CC=3N=C(N(C(C3C[C@H]2C)=O)C2=NN(C(=C2Cl)C(=O)OC)C)S)C=C1)C(F)(F)F (R)-methyl 3-(7-(4-bromo-3-(trifluoromethyl) benzoyl)-2-mercapto-6-methyl-4-oxo-5,6,7,8-tetrahydropyrido[3,4-d]pyrimidin-3(4H)-yl)-4-chloro-1-methyl-1H-pyrazole-5-carboxylate